5-chloro-N-[(3S)-8-chloro-5-methyl-4-oxo-2,3-dihydropyrido[3,2-b][1,4]oxazepin-3-yl]-4-(1,4-dioxan-2-yl)pyrimidine-2-carboxamide ClC=1C(=NC(=NC1)C(=O)N[C@@H]1C(N(C2=C(OC1)C=C(C=N2)Cl)C)=O)C2OCCOC2